2'-HydroxyChalcone OC1=C(C(/C=C/C2=CC=CC=C2)=O)C=CC=C1